ClC1=C(C=C(OCC(=O)NC23C[C@@H](C(CC2)(CC3)NS(=O)(=O)C3=CC=C(C=C3)C(F)(F)F)O)C=C1)F 2-(4-chloro-3-fluorophenoxy)-N-[(3S)-3-hydroxy-4-{[4-(trifluoromethyl)benzene-1-sulfonyl]amino}bicyclo[2.2.2]octan-1-yl]acetamide